C(C)(C)(C)OC(=O)N1CC2C(C1)=CC=C2 6aH-cyclopenta[c]pyrrole-2-carboxylic acid tert-butyl ester